C(#N)C1=CC=C(C=C1)NC(=O)C=1C(N(C=CC1)C1=C(C=C(C=C1)F)OCC(F)(F)F)=O N-(4-cyanophenyl)-1-[4-fluoro-2-(2,2,2-trifluoroethoxy)phenyl]-2-oxo-1,2-dihydropyridine-3-carboxamide